C1(=CC=C(C=C1)CC[Si](OC)(OC)C)C (p-tolylethyl)methyldimethoxysilane